2-(1H-Imidazol-1-yl)-N-((1r,4r)-4-((2-methoxyethyl)amino)cyclohexyl)-5H-pyrrolo[3,2-d]pyrimidine-4-carboxamide N1(C=NC=C1)C=1N=C(C2=C(N1)C=CN2)C(=O)NC2CCC(CC2)NCCOC